di-(3,5,5-trimethylcyclohexyl)amine CC1CC(CC(C1)(C)C)NC1CC(CC(C1)(C)C)C